6'-(2-(1-(Cyclopropylsulfonyl)-1H-pyrazol-4-yl)pyrimidin-4-yl)-N4'-(4-fluorocyclohexyl)-5-((1-methylpiperidin-4-yl)oxy)-[2,3'-bipyridine]-4',6'-diamine C1(CC1)S(=O)(=O)N1N=CC(=C1)C1=NC=CC(=N1)C1(C=C(C(=CN1)C1=NC=C(C=C1)OC1CCN(CC1)C)NC1CCC(CC1)F)N